BrC=1C(=C(C(=CC1)C)NC(=O)N[C@@H](C)C=1N(N=CN1)C1=NC=CC=N1)C 1-(3-bromo-2,6-dimethyl-phenyl)-3-[(1S)-1-(2-pyrimidin-2-yl-1,2,4-triazol-3-yl)ethyl]urea